NC=1C=C2CC(C(C2=CC1)=O)F 5-amino-2-fluoro-2,3-dihydro-1H-inden-1-one